ethyl 2-(2-((7-(3-(aminomethyl)-2-fluorophenyl)-4-fluorobenzofuran-5-yl)methoxy)-4-methoxyphenyl)acetate NCC=1C(=C(C=CC1)C1=CC(=C(C=2C=COC21)F)COC2=C(C=CC(=C2)OC)CC(=O)OCC)F